FC1=C(C=CC(=C1)C=1C=C(C=2N=C(N=CC2N1)N[C@@H]1CNC[C@H](C1)F)C(C)C)NS(=O)(=O)C1=CC=CC=C1 N-(2-fluoro-4-(2-(((3S,5S)-5-fluoro-piperidin-3-yl)amino)-8-iso-propylpyrido[3,2-d]pyrimidin-6-yl)phenyl)benzenesulfonamide